N-vinyl-4-methyl-oxazolidinone C(=C)N1C(OCC1C)=O